2-cyclopropyl-5-hydroxy-N-(isoxazol-4-yl)-1-methyl-6-oxo-1,6-dihydropyrimidine-4-carboxamide C1(CC1)C=1N(C(C(=C(N1)C(=O)NC=1C=NOC1)O)=O)C